NC1=CN=CC(=N1)C(=O)N(C1=CC=C(C2=NON=C21)[N+](=O)[O-])C2=C(C=C(C=C2)F)C2CC2 6-amino-N-(2-cyclopropyl-4-fluorophenyl)-N-(7-nitrobenzo[c][1,2,5]oxadiazol-4-yl)pyrazine-2-carboxamide